FC(CC1=CC=C2C(=NC=NC2=C1)N1CC2(C1)CCN(CC2)CC2=CC=C(C=C2)NS(=O)(=O)CC)(F)F N-[4-({2-[7-(2,2,2-trifluoroethyl)quinazolin-4-yl]-2,7-diazaspiro[3.5]non-7-yl}methyl)phenyl]ethanesulfonamide